2-[[[3,5-bis(1,1-dimethylethyl)-4-hydroxyphenyl]methyl]thio]acetic acid, 2-ethylhexyl ester CC(C)(C)C=1C=C(C=C(C1O)C(C)(C)C)CSCC(=O)OCC(CCCC)CC